N,N-diethyl-N-heptylamine C(C)N(CCCCCCC)CC